NC=1C(=NC=C(C(=O)[O-])C1)Br 5-amino-6-bromonicotinate